(S)-3-((2-cyanoethyl)amino)butyronitrile-4,4,4-d3 C(#N)CCN[C@H](CC#N)C([2H])([2H])[2H]